CC1=C(C(O)=CC(=C1C)C)O 3,4,5-trimethylpyrocatechol